(S or R)-N-[2-(3-ethyl-2-oxo-1,2-dihydropyridin-1-yl)-3-{[(CIS)-4-phenylcyclohexyl]oxy}propyl]methane-sulfonamide C(C)C=1C(N(C=CC1)[C@@H](CNS(=O)(=O)C)CO[C@@H]1CC[C@@H](CC1)C1=CC=CC=C1)=O |o1:8|